CN(CCC1=CC=C(C=C1)N1N=C(C=C1)N)C 1-[4-[2-(dimethylamino)ethyl]phenyl]pyrazol-3-amine